5-(3-aminoprop-1-yn-1-yl)pyridin NCC#CC=1C=CC=NC1